[Mn].[Si].[Al].[Mn] manganese aluminum silicon manganese